(5-Chloro-1'-ethyl-1-methyl-1H,1'H-[3,4'-bipyrazol]-4-yl)(9-(3,3-dimethylbutyl)-3,9-diazaspiro[5.5]undecan-3-yl)methanone ClC1=C(C(=NN1C)C=1C=NN(C1)CC)C(=O)N1CCC2(CC1)CCN(CC2)CCC(C)(C)C